CC1(OB(OC1(C)C)\C=C\C1=CC(=C(C(=C1)F)F)F)C (E)-4,4,5,5-tetramethyl-2-(3,4,5-trifluorostyryl)-1,3,2-dioxaborolane